ClC1=NC=C(C(=N1)N(C1=CC(=CC=C1)N)C)Cl N1-(2,5-dichloropyrimidin-4-yl)-N1-methylbenzene-1,3-diamine